C(C1=CC=CC=C1)N1N=CC(=C1)C(=O)N1CC2(CN(C2)C(=O)[C@@H]2C(C2)(C)C)C(C1)C#N 6-(1-benzyl-1H-pyrazole-4-carbonyl)-2-((S)-2,2-dimethylcyclopropane-1-carbonyl)-2,6-diazaspiro[3.4]octane-8-carbonitrile